FC12CC(C1)(C2)COC(=S)SC ((3-fluoro-bicyclo(1.1.1)pentan-1-yl)methoxy)(methylsulfanyl)methanethione